3,6-dichloropyridine-2-carboxylic methyl ester COC(=O)C1=NC(=CC=C1Cl)Cl